FC1=NC=C(C=C1NC(=O)C=1C=NN2C1C=NC(=C2)C=2C=NN(C2)C)NC(CN2CCOCC2)=O N-(2-fluoro-5-(2-morpholinoacetamido)pyridin-3-yl)-6-(1-methyl-1H-pyrazol-4-yl)pyrazolo[1,5-a]pyrazine-3-carboxamide